Fluoranthenyl-Amin C1(=CC=C2C=CC=C3C4=CC=CC=C4C1=C23)N